C(CCCCCCCCCCCCCCCCCCCCC)[NH3+] 1-Docosanaminium